Ammonium Potassium (z)-3-(5-bromo-3-pyridinyl)-3-hydroxy-prop-2-enoic acid methyl ester COC(\C=C(/O)\C=1C=NC=C(C1)Br)=O.[K+].[NH4+]